7-(benzo[d][1,3]dioxolan-5-yl)benzo[d]isothiazol-3-amine O1COC2=C1C=CC(=C2)C2=CC=CC=1C(=NSC12)N